C(C)(C)(C)OC(=O)N1CC2=CC(=CC=C2CC1)C1=CC=NC2=CC(=C(C=C12)OC)OC 7-(6,7-dimethoxy-4-quinolyl)-3,4-dihydro-1H-isoquinoline-2-carboxylic acid tert-butyl ester